3-(propan-2-yl)-octahydropyrrolo[1,2-a]pyrazine-1,4-dione CC(C)C1NC(C2N(C1=O)CCC2)=O